C(C=C)C1=NC(=CC=C1N)OC allyl-6-methoxypyridin-3-amine